[Na+].C(C)(=O)[O-] Acetic acid sodium salt